O=C1C=C(N=C2N1C=CC=C2)C(N)=S 4-oxo-4H-pyrido[1,2-a]pyrimidine-2-carbothioamide